NC1=C2C(=C3C(=N1)C=C(N3)C(=O)N([C@H]3CO[C@@H](C1=CC(=CC=C31)C(F)(F)F)C)C)COC2 5-amino-N-methyl-N-((1R,4R)-1-methyl-7-(trifluoromethyl)isochroman-4-yl)-6,8-dihydro-1H-furo[3,4-d]pyrrolo[3,2-b]pyridine-2-carboxamide